CC1=C(C=C(C(=C1)CC1=CC(=CC=C1)OC(F)(F)F)C)N=CN(C)CC N'-(2,5-dimethyl-4-(3-(trifluoromethoxy)benzyl)phenyl)-N-ethyl-N-methylformimidamide